3-(2-nitro-1-(thiophen-2-yl)ethyl)-2-phenyl-1H-indole-7-sulfonyl fluoride [N+](=O)([O-])CC(C=1SC=CC1)C1=C(NC2=C(C=CC=C12)S(=O)(=O)F)C1=CC=CC=C1